1-methylindolin-7-amine CN1CCC2=CC=CC(=C12)N